O=C(CCOC[C@H](C)NC1=C(C(NN=C1)=O)C(F)(F)F)N1C[C@@H]2N(C3=C(OC2)C=C(C=N3)C(F)(F)F)CC1 5-(((S)-1-(3-oxo-3-((S)-3-(trifluoromethyl)-6a,7,9,10-tetrahydropyrazino[1,2-d]pyrido[3,2-b][1,4]oxazin-8(6H)-yl)propoxy)prop-2-yl)amino)-4-(trifluoromethyl)pyridazin-3(2H)-one